1-(6-(3-((tetrahydro-2H-pyran-2-yl)oxy)propyl)pyridin-3-yl)-1H-benzo[d]imidazol-2(3H)-one O1C(CCCC1)OCCCC1=CC=C(C=N1)N1C(NC2=C1C=CC=C2)=O